C1(CC1)C1=NC=NC(=C1C1=NC=C2N(C(N(C2=N1)CC1=CC=C(C=C1)N1N=C(C=C1C)C(F)(F)F)=O)C)OC (4-cyclopropyl-6-methoxypyrimidin-5-yl)-7-methyl-9-([4-[5-methyl-3-(trifluoromethyl)pyrazol-1-yl]phenyl]methyl)purin-8-one